N-(1-methyl-3-(4'-(((S)-1-methylpyrrolidin-2-yl)methoxy)-4,5,5',6'-tetrahydro-2H-spiro[furan-3,8'-pyrano[3,4-b]pyridin]-2'-yl)-1H-pyrrolo[2,3-c]pyridin-5-yl)acetamide CN1C=C(C=2C1=CN=C(C2)NC(C)=O)C2=CC(=C1C(=N2)C2(OCC1)COCC2)OC[C@H]2N(CCC2)C